acryloyloxyethylphosphat C(C=C)(=O)OCCOP(=O)([O-])[O-]